FC(C(=O)OCC(COC(C(F)(F)F)=O)N1CC2(C1)CC(C2)N[C@H]2[C@@H](C2)/C(=C/C2=CC=CC=C2)/CC)(F)F 2-(6-(((1R,2S)-2-((E)-1-phenylbut-1-en-2-yl)cyclopropyl)amino)-2-azaspiro[3.3]Heptane-2-yl)propane-1,3-diol bis(2,2,2-trifluoroacetate)